glycine, tert-butyl ester hydrochloride Cl.NCC(=O)OC(C)(C)C